4-(8-(1-propenoyl-1,2,5,6-tetrahydropyridin-3-yl)quinazolin-6-yl)-N-(pyridin-2-yl)benzamide C(C=C)(=O)N1CC(=CCC1)C=1C=C(C=C2C=NC=NC12)C1=CC=C(C(=O)NC2=NC=CC=C2)C=C1